C(C)(C)(C)C1=CC=2C(=NC(=C(C2)F)[C@@H]2CCC[C@H]([C@@H](N2)COC2=NC(=NC(=C2)C2=C(C=CC=C2C)C)NS(=O)(=O)C=2C=C(C(=O)O)C=CC2)OC(C)C)N1C 3-[[4-[[(2S,3R,7S)-7-(2-tert-Butyl-5-fluoro-1-methyl-pyrrolo[2,3-b]pyridin-6-yl)-3-isopropoxy-azepan-2-yl]methoxy]-6-(2,6-dimethylphenyl)pyrimidin-2-yl]sulfamoyl]benzoic acid